C1(CC1)C1=C(C=C(C(=O)O)C=C1)S(NC1=C(C=CC(=C1)C1=CC=NS1)C1NCCCC1)(=O)=O 4-cyclopropyl-3-(N-(5-(isothiazol-5-yl)-2-(piperidin-2-yl)phenyl)sulfamoyl)benzoic acid